C(C)(=O)C1C2C=CC(C1)(C2(C)C)C 5-acetyl-bornylene